ClC=1C=C(CC2=CN=C(S2)C2C(=NN(C(C2)=O)C)C(=O)N)C=C(C1)F (5-(3-chloro-5-fluorobenzyl)thiazol-2-yl)-1-methyl-6-oxo-1,4,5,6-tetrahydropyridazine-3-carboxamide